N-((1,2,3,5,6,7-Hexahydro-s-indacen-4-yl)carbamoyl)-1-(tetrahydrofuran-3-yl)azetidine-3-sulfonamide, potassium salt [K].C1CCC2=C(C=3CCCC3C=C12)NC(=O)NS(=O)(=O)C1CN(C1)C1COCC1